2,4-dichloro-6-(trifluoromethyl)pyrido[2,3-d]pyrimidine ClC=1N=C(C2=C(N1)N=CC(=C2)C(F)(F)F)Cl